ClC1=C(C=CC(=C1)C(F)(F)F)NC(CN1C=2N(C(C3=C1CC[C@@]31CNCCC1)=O)N=C(N2)C=2CCOCC2)=O |r| (rac)-N-(2-chloro-4-(trifluoromethyl)phenyl)-2-(2-(3,6-dihydro-2H-pyran-4-yl)-8-oxo-5,8-dihydrospiro[cyclopenta[d][1,2,4]triazolo[1,5-a]pyrimidine-7,3'-piperidin]-4(6H)-yl)acetamide